The molecule is a member of the class of pyrazolopyrimidines that is the amide obtained from formal condensation of the carboxy group of 5-phenyl-7-(trifluoromethyl)pyrazolo[1,5-a]pyrimidine-2-carboxylic acid with the endocyclic amino group of 3-methyl-5-(trifluoromethyl)-4,5-dihydropyrazol-5-ol. It is an organofluorine compound, an aromatic amide, a tertiary alcohol, a pyrazolopyrimidine and a member of pyrazoles. CC1=NN(C(C1)(C(F)(F)F)O)C(=O)C2=NN3C(=CC(=NC3=C2)C4=CC=CC=C4)C(F)(F)F